choline (2-hydroxyethyl)-trimethylammonium chloride [Cl-].OCC[N+](C)(C)C.OCC[N+](C)(C)C.[Cl-]